C(CCC)C1(NC=C(C(=N1)NC1=CC=CC=C1)C1=NC2=C(N1)C=CC(=C2)F)N 2-butyl-5-(5-fluoro-1H-benzo[d]imidazol-2-yl)-N4-phenylpyrimidine-2,4-diamine